1-(3-(difluoromethoxy)phenyl)ethanone FC(OC=1C=C(C=CC1)C(C)=O)F